N1CCN(CC1)C(=O)N piperazin-4-carboxamide